2-(4-bromobenzyl)-1-cyclopentanone BrC1=CC=C(CC2C(CCC2)=O)C=C1